C1(C=CC2=CC=CC=C12)[Zr](CC1=CC=CC=C1)CC1=CC=CC=C1 indenyl-dibenzylzirconium